2-methyl-6-(trifluoromethyl)pyridine-3-sulfonylchloride CC1=NC(=CC=C1S(=O)(=O)Cl)C(F)(F)F